6-ethyl-octanediol C(C)C(CCCCC(O)O)CC